(S)-4-chloro-N-(oxetan-3-yl)-1-oxo-3-(1-((5-oxo-5,8-dihydropyrido[2,3-d]pyrimidin-4-yl)amino)ethyl)-2-phenyl-1,2-dihydroisoquinoline-8-carboxamide ClC1=C(N(C(C2=C(C=CC=C12)C(=O)NC1COC1)=O)C1=CC=CC=C1)[C@H](C)NC=1C2=C(N=CN1)NC=CC2=O